N-[(3S)-3-Aminopyrrolidin-1-yl]sulfonyl-6-(2-ethoxyphenyl)-2-[(4S)-2,2,4-trimethylpyrrolidin-1-yl]pyridin-3-carboxamid N[C@@H]1CN(CC1)S(=O)(=O)NC(=O)C=1C(=NC(=CC1)C1=C(C=CC=C1)OCC)N1C(C[C@@H](C1)C)(C)C